BrC=1SC2=C(C1)C(=NC=C2)Cl 2-bromo-4-chloro-5-azabenzothiophene